5-chloro-N-(4-(N-(cyclohexylcarbamoyl)sulfamoyl)phenethyl)-2-(methoxy-d3)benzamide ClC=1C=CC(=C(C(=O)NCCC2=CC=C(C=C2)S(NC(NC2CCCCC2)=O)(=O)=O)C1)OC([2H])([2H])[2H]